(R)-1-(4-(2-((2-(3-Fluorophenyl)-2-hydroxyethyl)amino)-2-methyl-propyl)piperidin-1-yl)-2,2-dimethylpropan-1-one FC=1C=C(C=CC1)[C@H](CNC(CC1CCN(CC1)C(C(C)(C)C)=O)(C)C)O